NC1=NN2C(N=CC=C2)=C1C(=O)N[C@H](C)C=1N(C(C=2C(=CC=NC2C1)C#CC=1C=NN(C1)C)=O)C1=CC=CC=C1 (R)-2-amino-N-(1-(4-((1-methyl-1H-pyrazol-4-yl)ethynyl)-5-oxo-6-phenyl-5,6-dihydro-1,6-naphthyridin-7-yl)ethyl)pyrazolo[1,5-a]pyrimidine-3-carboxamide